3E,8Z,11Z-Tetradecatrienyl acetate CC/C=C\C/C=C\CCC/C=C/CCOC(=O)C